ethyl 2-((9-methyl-9H-Carbazol-2-yl)oxy)propanoate CN1C2=CC=CC=C2C=2C=CC(=CC12)OC(C(=O)OCC)C